(S)-1-(4'H,6'H-spiro[cyclopropane-1,7'-thieno[3,2-c]pyran]-4'-yl)-N-methyl-methylamine S1C=CC=2[C@H](OCC3(C21)CC3)CNC